FC1=C(C(=CC2=C1N=CS2)F)NC2=C1C(=NC=C2)SC(=C1)C1C(N(CC1)CCO)(C)C 2-(3-(4-((4,6-difluorobenzo[d]thiazol-5-yl)amino)thieno[2,3-b]pyridin-2-yl)-2,2-dimethylpyrrolidin-1-yl)ethan-1-ol